O[C@H](C)C1CN(CCO1)C1=CC=C(N=N1)C1=C(C=C(C=C1C)C)O 2-[6-[2-[(1R)-1-hydroxyethyl]morpholin-4-yl]pyridazin-3-yl]-3,5-dimethyl-phenol